FC1=C(C=CC(=C1)S(=O)(=N)C(F)(F)F)COC1CN(C1)C(=O)N1C[C@H](CC1)C1=NC=NN1 |r| [3-[[2-Fluoro-4-(trifluoromethylsulfonimidoyl)phenyl]methoxy]azetidin-1-yl]-[rac-(3S)-3-(1H-1,2,4-triazol-5-yl)pyrrolidin-1-yl]methanone